FC1=C(N)C=CC(=C1)N1CC(C1)OC 2-fluoro-4-(3-methoxyazetidin-1-yl)aniline